N[C@@H](CC(=O)O)CC1=CC(=CC=C1)C (R)-3-amino-4-(3-methylphenyl)-butyric acid